NC1=C2C(=NC=C1)CCS2(=O)=O 7-amino-2H,3H-1λ6-thieno[3,2-b]pyridine-1,1-dione